7-ethyl-4-undecene C(C)C(CC=CCCC)CCCC